N[C@@H]1[C@@H](OCC12CCN(CC2)C=2N=CC(=NC2)SC=2C(=C(C=NC2)NC(=O)NS(=O)(=O)C2=CC=CC=C2)Cl)C 1-N-((5-((5-((3S,4S)-4-amino-3-methyl-2-oxa-8-azaspiro[4.5]decan-8-yl)pyrazin-2-yl)thio)-4-chloropyridin-3-yl)carbamoyl)benzene-sulfonamide